ClC1=CC(=CC(=N1)N1[C@@H]([C@@H]2[C@H](C1)CCC2)C(=O)NC=2C=C(C=CC2)C)C(F)(F)F (1S,3aR,6aS)-2-(6-Chloro-4-(trifluoromethyl)pyridin-2-yl)-N-(m-tolyl)octahydrocyclopenta[c]pyrrole-1-carboxamide